tert-butyl (1-((3-((1-(azetidin-3-yl) piperidin-4-yl) oxy) phenyl) sulfonyl) piperidin-4-yl)-carbamate N1CC(C1)N1CCC(CC1)OC=1C=C(C=CC1)S(=O)(=O)N1CCC(CC1)NC(OC(C)(C)C)=O